FC1(CCC(CCC1)C1NC(=C(C(=C1C(=O)NC1=CC(=CC=C1)[S@](=O)(=N)C)C)C(F)(F)F)C)F 2-(4,4-difluorocyclohept-1-yl)-4,6-dimethyl-N-(3-((S)-S-methylsulfonimidoyl)phenyl)-5-(trifluoromethyl)-1,2-dihydropyridine-3-carboxamide